dihydrospiro[cyclobutane-1,7'-pyrrolo[2,3-b]pyrazine] N1C2=C(N=CC1)N=CC21CCC1